5,11-dihydro-10H-pyrido[4',3':4,5]pyrrolo[3,2-b][1,7]naphthyridin-10-one C1=NC=CC2=C1NC1=C2NC=2C=NC=CC2C1=O